CC([C@@H](C(N[C@H](C(N[C@H](C=C=O)C[C@H]1C(NCC1)=C=O)=C=O)CC1CCCCC1)=C=O)NC(=O)C=1NC2=CC=CC=C2C1)CC N-{(S)-3-methyl-1-carbonyl-1-{{(S)-1-carbonyl-1-{{(S)-1-carbonyl-3-[(S)-2-carbonylpyrrolidin-3-yl]propan-2-yl}amino}-3-cyclohexylpropan-2-yl}amino}pentan-2-yl}indole-2-carboxamide